(S)-2-((S)-3,3-difluoro-5-(6-oxo-1,6-dihydropyridin-3-yl)piperidin-1-yl)-N-(2,2-difluoro-[1,3]dioxolo[4',5':4,5]benzo[1,2-d]thiazol-6-yl)propanamide FC1(CN(C[C@@H](C1)C1=CNC(C=C1)=O)[C@H](C(=O)NC=1SC2=C(N1)C=C1C(=C2)OC(O1)(F)F)C)F